C(#N)C1=CC(N(C=C1)COC1=CC=CC(=N1)C1=CC(=C(CC2=NC3=C(N2CCOC)C=C(C=C3)C(=O)OC)C=C1)F)=O methyl 2-(4-(6-((4-cyano-2-oxopyridin-1(2H)-yl) methoxy) pyridin-2-yl)-2-fluorobenzyl)-1-(2-methoxyethyl)-1H-benzo[d]imidazole-6-carboxylate